P(=O)(OC[C@@H](COC(CCCCCCC\C=C/C\C=C/CCCCC)=O)OC(CCCCCCC\C=C/C\C=C/CCCCC)=O)(OC1[C@@H]([C@@H](C([C@@H]([C@H]1O)O)O)O)O)[O-] (R)-2,3-bis(((9Z,12Z)-octadeca-9,12-dienoyl)oxy)propyl ((1S,2R,3R,4S,5S,6R)-2,3,4,5,6-pentahydroxycyclohexyl) phosphate